tetraazacycloocta-[de]naphthalen N1C=2C=3C(=CC=NC3N=N1)C=CC=CC2